ClC1=CC=C(C=C1)C=1N=CN(C1C1=CC=NC=C1)CC(=O)N[C@H]1CN(CC1)CC(F)F 2-[4-(4-chlorophenyl)-5-(pyridin-4-yl)-1H-imidazol-1-yl]-N-[(3R)-1-(2,2-difluoroethyl)pyrrolidin-3-yl]acetamide